dimethoxyphosphoryl-m-toluidine COP(=O)(OC)NC1=CC(=CC=C1)C